CN1N=C(C=C1C(=O)OC)C(=O)OC dimethyl 1-methyl-1H-pyrazole-3,5-dicarboxylate